N1CC(C1)NC(=O)N1[C@H]2CN(C[C@@H]1CC2)C2=NC(=NC1=CC(=CC=C21)C2=CC(=CC1=CC=CC=C21)O)OCC21CCCN1CCC2 (1R,5S)-N-(azetidin-3-yl)-3-(7-(3-hydroxynaphthalen-1-yl)-2-((tetrahydro-1H-pyrrolizin-7a(5H)-yl)methoxy)quinazolin-4-yl)-3,8-diazabicyclo[3.2.1]octane-8-carboxamide